(3R)-3-(3-(6-(2-((1-(1H-Pyrazol-3-yl)ethyl)amino)pyrimidin-4-yl)pyridin-2-yl)isoxazol-5-yl)-3-hydroxy-1-methylpyrrolidin-2-one N1N=C(C=C1)C(C)NC1=NC=CC(=N1)C1=CC=CC(=N1)C1=NOC(=C1)[C@]1(C(N(CC1)C)=O)O